2-ethoxybutyl ether C(C)OC(COCC(CC)OCC)CC